ClC=1C=CC=C2C=CC=C(C12)N1CC=2N=C(N=C(C2CC1)N(CCNC(\C=C\S(=O)(=O)C)=O)C)OC[C@H]1N(CCC1)C (S,E)-N-(2-((7-(8-chloronaphthalen-1-yl)-2-((1-methylpyrrolidin-2-yl)methoxy)-5,6,7,8-tetrahydropyrido[3,4-d]pyrimidin-4-yl)(methyl)amino)ethyl)-3-(methylsulfonyl)acrylamide